COC=1C=C2C(=CC=[N+](C2=CC1OC1CCNCC1)[O-])OC1=CC=C(C=C1)[N+](=O)[O-] 6-methoxy-7-((piperidin-4-yl)oxy)-4-(4-nitrophenoxy)quinolin-1-oxide